Cl.FC(C1=CC=C(C=C1)C1CNCCC1)(F)F 3-(4-(trifluoromethyl)phenyl)piperidine hydrochloride